N-methyl-3-(1H-pyrrolo[2,3-b]pyridin-5-yl)pyrazolo[1,5-a]pyridine-5-carboxamide CNC(=O)C1=CC=2N(C=C1)N=CC2C=2C=C1C(=NC2)NC=C1